9-[(3'-9-phenyl-9H-carbazol-3-yl)biphenyl-4-yl]naphtho[1',2':4,5]furo[2,3-b]pyrazine C1(=CC=CC=C1)N1C2=CC=CC=C2C=2C=C(C=CC12)C=1C=C(C=CC1)C1=CC=C(C=C1)C1=CN=C2C(=N1)OC1=C2C=2C=CC=CC2C=C1